O1C=C(C2=C1C=CC=C2)C[C@H](NS(=O)(=O)C=C)B(O)O (benzofuran-3-yl)-1-(R)-vinylsulphonamidoethylboronic acid